O=C1NC(CCC1N1C(C2=CC=CC(=C2C1=O)OCC(=O)NCCOCCOCC(NC1(CNC1)C1=NC=CC=C1)=O)=O)=O 2-{[2-(2,6-dioxopiperidin-3-yl)-1,3-dioxo-2,3-dihydro-1H-isoindol-4-yl]oxy}-N-{2-[2-({[3-(pyridin-2-yl)azetidin-3-yl]carbamoyl}methoxy)ethoxy]ethyl}acetamide